O=C(OCC1=CC=CC=C1)NCCCC(NCCOCCOCC(NCCOCCOCC(=O)O)=O)=O 3,8,17-trioxo-1-phenyl-2,12,15,21,24-pentaoxa-4,9,18-triazahexacosan-26-oic acid